COC(C(C(C(C(C(C(C(F)(F)F)(F)F)(F)F)(F)F)(F)F)(F)F)(F)F)=O perfluorocaprylic acid methyl ester